5-(3-fluoro-1-methylpiperidin-4-yl)-7-(4-isobutoxybenzyl)-5,7-diazaspiro[2.5]octan-6-one FC1CN(CCC1N1CC2(CC2)CN(C1=O)CC1=CC=C(C=C1)OCC(C)C)C